C(C)(C)(C)OC(=O)NC1C(CN(CC1)C(=O)OCC1=CC=CC=C1)O benzyl 4-((tert-Butoxycarbonyl) amino)-3-hydroxypiperidine-1-carboxylate